2-methyl-2-[5-[(3R)-3-amino-5,5,7-trifluoro-1-[[2-fluoro-4-[4-(trifluoromethyl)pyrazol-1-yl]phenyl]methyl]-2-oxo-3,4-dihydro-1-benzazepin-8-yl]-1,3,4-oxadiazol-2-yl]propanenitrile CC(C#N)(C)C=1OC(=NN1)C1=CC2=C(C(C[C@H](C(N2CC2=C(C=C(C=C2)N2N=CC(=C2)C(F)(F)F)F)=O)N)(F)F)C=C1F